tert-Butyl 2-(5-chloro-2-(2H-1,2,3-triazol-2-yl)benzoyl)pyrazolidine-1-carboxylate ClC=1C=CC(=C(C(=O)N2N(CCC2)C(=O)OC(C)(C)C)C1)N1N=CC=N1